FC1=NC=C2N1C1=C(OC2)C=CC(=C1)C(=O)NC1=NC(=CC=C1)C1=NN=CN1C(CO)C fluoro-N-(6-(4-(1-hydroxypropan-2-yl)-4H-1,2,4-triazol-3-yl)pyridin-2-yl)-4H-benzo[b]imidazo[1,5-d][1,4]oxazine-8-carboxamide